4-hydroxy-2-oxo-N-spiro[2.3]hex-5-yl-1,8-naphthyridine-3-carboxamide OC1=C(C(NC2=NC=CC=C12)=O)C(=O)NC1CC2(CC2)C1